CC1C(C1)COC1=NC(=CC=C1/C=C/C(=O)NC1=CC=CC=2NC(NC21)=O)C(F)(F)F (E)-3-(2-((2-methylcyclopropyl)methoxy)-6-(trifluoromethyl)pyridin-3-yl)-N-(2-oxo-2,3-dihydro-1H-benzo[d]imidazol-4-yl)acrylamide